CN(C)CC1(CC1)COC1=NC2=C(C(=CC=C2C(=N1)OCC(F)(F)F)C1=CC(=CC2=CC=C(C(=C12)CC)F)O)F 4-(2-((1-((dimethylamino)methyl)cyclopropyl)methoxy)-8-fluoro-4-(2,2,2-trifluoroethoxy)quinazolin-7-yl)-5-ethyl-6-fluoronaphthalen-2-ol